7-hydroxyindolizine-1-carboxamide OC=1C=CN2C=CC(=C2C1)C(=O)N